ethyl 3-[(3-ethoxy-3-oxo-propanoyl)amino]-2,2-dimethyl-3-[6-(trifluoromethyl)-3-pyridyl]propanoate C(C)OC(CC(=O)NC(C(C(=O)OCC)(C)C)C=1C=NC(=CC1)C(F)(F)F)=O